7-fluoro-1H-indazole-6-carbonitrile FC=1C(=CC=C2C=NNC12)C#N